(propane-1,3-diylbis(oxy))bis(3-(2,7-bis(diisopropyl-(octyl)silyl)-9H-carbazol-9-yl)-5'-fluoro-3',5-dimethyl-[1,1'-biphenyl]-2-ol) C(CCOC=1C(=C(C(=CC1C)C1=CC(=CC(=C1)F)C)O)N1C2=CC(=CC=C2C=2C=CC(=CC12)[Si](CCCCCCCC)(C(C)C)C(C)C)[Si](CCCCCCCC)(C(C)C)C(C)C)OC=1C(=C(C(=CC1C)C1=CC(=CC(=C1)F)C)O)N1C2=CC(=CC=C2C=2C=CC(=CC12)[Si](CCCCCCCC)(C(C)C)C(C)C)[Si](CCCCCCCC)(C(C)C)C(C)C